C(CCCCCCCCCCC\C=C/CCCCCCCC)(=O)OCCCCCCCCCCCCCCCCCC Stearyl Erucate